NC=1C(N(C=CN1)CC1=C(C=C2[C@](NC(NC2=C1)=O)(C(C)(F)F)C#CC1CC1)F)=O (S)-7-((3-amino-2-oxopyrazin-1(2H)-yl)methyl)-4-(cyclopropylethynyl)-4-(1,1-difluoroethyl)-6-fluoro-3,4-dihydroquinazolin-2(1H)-one